(R)-N-(5-(5-cyclobutyl-1,2,4-oxadiazol-3-yl)-2,3-dihydro-1H-inden-1-yl)-2-methylisonicotinamide C1(CCC1)C1=NC(=NO1)C=1C=C2CC[C@H](C2=CC1)NC(C1=CC(=NC=C1)C)=O